1-[(2R,4S)-4-[4-amino-3-iodopyrazolo[3,4-d]pyrimidin-1-yl]-2-(methoxymethyl)pyrrolidin-1-yl]prop-2-en-1-one NC1=C2C(=NC=N1)N(N=C2I)[C@H]2C[C@@H](N(C2)C(C=C)=O)COC